4-bis(4-methoxyphenyl)aminobenzil COC1=CC=C(C=C1)N(C1=CC=C(C=C1)C(=O)C(=O)C1=CC=CC=C1)C1=CC=C(C=C1)OC